N-(3-(1-(2-(4-methyl-2-oxo-1,2-dihydroquinolin-6-yl)acetyl)piperidin-4-yl)-1-(methylamino)-1-oxopropan-2-yl)-5-(trifluoromethyl)picolinamide CC1=CC(NC2=CC=C(C=C12)CC(=O)N1CCC(CC1)CC(C(=O)NC)NC(C1=NC=C(C=C1)C(F)(F)F)=O)=O